C(C)(C)N1N=C(N=C1C1[C@H]2CC(C[C@@H]12)N1C[C@H](OCC1)C)C=1C=NC=C(C1)C(F)(F)F (R)-4-((1R,3R,5S,6R)-6-(1-isopropyl-3-(5-(trifluoromethyl)pyridin-3-yl)-1H-1,2,4-triazol-5-yl)bicyclo[3.1.0]hexane-3-yl)-2-methylmorpholine